FC=1C(=C(C(=C(C1C(=O)O)C=O)F)F)F Tetrafluorophthalaldehydic acid